ClC1=C2C(=NC(=N1)C1=CC=C(C#N)C=C1)N(N=C2CC)C 4-(4-chloro-3-ethyl-1-methyl-1H-pyrazolo[3,4-d]pyrimidin-6-yl)benzonitrile